C(C)(C)(C)[S@@](=O)N[C@H](C)C1=CC(=CN2C1=NC(=CC2=O)N2CCOCC2)C(=O)OC(C)C isopropyl 9-[(1R)-1-[[(R)-tert-butylsulfinyl]amino]ethyl]-2-morpholino-4-oxo-pyrido[1,2-a]pyrimidine-7-carboxylate